ClC=1C=C(C=CC1)C1=NOC(=C1)CNC(=O)C=1N=NN(C1)C=1C(=NC(=CC1)C)C N-{[3-(3-chlorophenyl)-1,2-oxazol-5-yl]methyl}-1-(2,6-dimethylpyridin-3-yl)-1H-1,2,3-triazole-4-carboxamide